IC1=CN(C=2N=CN=C(C21)N)C2CCN(CC2)C(C)C 5-iodo-7-(1-isopropyl-piperidin-4-yl)-7H-pyrrolo[2,3-d]pyrimidin-4-ylamine